N,N-dipropoxy-para-aminobenzoic acid ethyl ester C(C)OC(C1=CC=C(C=C1)N(OCCC)OCCC)=O